C(C1=CC=CC=C1)OCC(COCCC(=O)N1CCN(CC1)C1=CC=CC=N1)OC=1C=NN(C(C1C(F)(F)F)=O)COCC[Si](C)(C)C 6-(4-[3-[3-(benzyloxy)-2-[[6-oxo-5-(trifluoromethyl)-1-[[2-(trimethylsilyl)ethoxy]methyl]-1,6-dihydropyridazin-4-yl]oxy]propoxy]propanoyl]piperazin-1-yl)pyridine